tert-butyl 1-non-8-ynylpyrazole-4-carboxylate C(CCCCCCC#C)N1N=CC(=C1)C(=O)OC(C)(C)C